N1C([CH]C2=CC=CC=C12)=O (R)-3λ3-indolin-2-one